1-(4-(6-chloro-8-fluoro-7-(5-methyl-1H-indazol-4-yl)-2-(2-morpholinoethoxy)quinazolin-4-yl)piperazin-1-yl)prop-2-en-1-one ClC=1C=C2C(=NC(=NC2=C(C1C1=C2C=NNC2=CC=C1C)F)OCCN1CCOCC1)N1CCN(CC1)C(C=C)=O